3-chloro-5-fluoro-4-(6-((6-(6-hydroxy-6-methyl-2-azaspiro[3.3]heptan-2-yl)pyrimidin-4-yl)amino)-1H-pyrazolo[4,3-c]pyridin-1-yl)benzonitrile ClC=1C=C(C#N)C=C(C1N1N=CC=2C=NC(=CC21)NC2=NC=NC(=C2)N2CC1(C2)CC(C1)(C)O)F